2-bromo-1-[6-(trifluoro-methyl)pyridin-3-yl]ethan-1-one BrCC(=O)C=1C=NC(=CC1)C(F)(F)F